CC1=C(C(=C(C(=C1CC1=CC=C(C=C1)O)C)C)O)C tetramethylbis(4-hydroxyphenyl)methane